2-([5-[3-(Cyclopropylmethoxy)phenyl]-1-(1-methyl-1H-indazol-7-yl)-1H-pyrazol-3-yl]methoxy)-2-methylpropanoic acid C1(CC1)COC=1C=C(C=CC1)C1=CC(=NN1C=1C=CC=C2C=NN(C12)C)COC(C(=O)O)(C)C